7-(cyclopropyldifluoromethyl)-2-methoxyquinoline-3-carboxylic acid C1(CC1)C(C1=CC=C2C=C(C(=NC2=C1)OC)C(=O)O)(F)F